COC=1C=C(C=O)C=C(C1SCCCC(F)(F)F)OC 3,5-dimethoxy-4-((4,4,4-trifluorobutyl)thio)benzaldehyde